6-(3-(7H-pyrrolo[2,3-d]pyrimidin-4-ylamino)phenoxy)hexyl-2-(2-(2,6-dioxopiperidin-3-yl)-1,3-dioxoisoindolin-4-yloxy)acetate N1=CN=C(C2=C1NC=C2)NC=2C=C(OCCCCCCOC(COC1=C3C(N(C(C3=CC=C1)=O)C1C(NC(CC1)=O)=O)=O)=O)C=CC2